O[C@H]1CN(CC1)CC=1C=CC(=NC1)C(=O)NC=1C(=C(C=CC1)C=1C(=C(C=CC1)NC(=O)C1=NN2C(C(CCC2)=O)=C1)C)C N-[3-[3-[[5-[[(3R)-3-hydroxypyrrolidin-1-yl]methyl]pyridine-2-carbonyl]amino]-2-methyl-phenyl]-2-methyl-phenyl]-4-oxo-6,7-dihydro-5H-pyrazolo[1,5-a]pyridine-2-carboxamide